4-bromobenzo[c][1,2,5]Thiadiazole BrC1=CC=CC2=NSN=C21